C1CC12CN(C2)C2=CC=CC(=N2)F 6-{5-Azaspiro[2.3]hexan-5-yl}-2-fluoropyridine